C1(CC1)CC=1N(C2=C(C=NC(=C2C2=CC=CC=C2)C)N1)CC1=C(C=C(C=C1F)S(=O)(=O)N)F 4-((2-(cyclopropylmethyl)-6-methyl-7-phenyl-1H-imidazo[4,5-c]pyridin-1-yl)methyl)-3,5-difluorobenzenesulfonamide